BrC1=CC=C(C=2S(CCC21)(=O)=O)F E-4-bromo-7-fluoro-2,3-dihydro-1λ<6>-benzo[b]thiophene-1,1-dione